(Z)-dodec-5-en-1-ol C(CCC\C=C/CCCCCC)O